7-tert-butyl-2-phenylbenzoxazole-13C C(C)(C)(C)C1=CC=CC=2N=[13C](OC21)C2=CC=CC=C2